1-(4-bromo-2-fluorophenyl)-3-(2-(dimethylamino)ethyl)urea BrC1=CC(=C(C=C1)NC(=O)NCCN(C)C)F